N-(4-(2-oxo-1,2-dihydropyridin-3-yl)phenyl)acetamide O=C1NC=CC=C1C1=CC=C(C=C1)NC(C)=O